tert-Butyl N-(endo-8-(7-(4-chloro-3-cyano-2-methyl-2H-indazol-5-yl)-5-((2-(trimethylsilyl)ethoxy)methyl)-5H-pyrrolo[2,3-b]pyrazin-3-yl)-8-azabicyclo[3.2.1]octan-3-yl)carbamate ClC=1C2=C(N(N=C2C=CC1C1=CN(C2=NC(=CN=C21)N2C1CC(CC2CC1)NC(OC(C)(C)C)=O)COCC[Si](C)(C)C)C)C#N